S1C=C(C=C1)C(=O)OCN1C(N(C2=NC(=NC(=C12)CC)N)[C@@H]1O[C@@H]([C@H]([C@H]1OC(C)=O)F)COC(C)=O)=O ((ethyl 9-((2R,3S,4R,5R)-3-acetoxy-5-(acetoxymethyl)-4-fluorotetrahydrofuran-2-yl)-2-amino-8-oxo-8,9-dihydro-7H-purin-7-yl) methyl) thiophene-3-carboxylate